FC(OC1=C(C=CC(=C1)F)[C@@H]1C(O[C@@]([C@@H]1C)(C(F)(F)F)C)C(=O)OC)F |r| methyl rac-(3R,4R,5S)-3-[2-(difluoromethoxy)-4-fluoro-phenyl]-4,5-dimethyl-5-(trifluoromethyl)tetrahydrofuran-2-carboxylate